N[C@@H](C)C1=CC=C(C#N)C=C1 (S)-4-(1-aminoethyl)benzonitrile